C1(CC1)C(=O)N1CC2=C(CC1)C=C(S2)C2=NOC(=N2)C(F)(F)F cyclopropyl(2-(5-(trifluoromethyl)-1,2,4-oxadiazol-3-yl)-4,7-dihydrothieno[2,3-c]pyridin-6(5H)-yl)methanone